CN(/C=C(/C(=O)C1=CC=C(C2=CC=CC=C12)OC)\C1=CC(=C(C=C1)OC)F)C (E)-3-(dimethylamino)-1-(4-methoxynaphthalen-1-yl)-2-(3-fluoro-4-methoxyphenyl)prop-2-en-1-one